(2Z)-3-(2-isopropylphenyl)-2-[(E)-[4-[1-[4-(1,1,2,2,2-pentafluoroethoxy)phenyl]-1,2,4-triazol-3-yl]phenyl]methylenehydrazono]thiazolidin-4-one C(C)(C)C1=C(C=CC=C1)N1/C(/SCC1=O)=N/N=C/C1=CC=C(C=C1)C1=NN(C=N1)C1=CC=C(C=C1)OC(C(F)(F)F)(F)F